(2R,3R,4R,5R)-2-(4-aminopyrrolo[2,1-f][1,2,4]triazin-7-yl)-2-cyano-5-(((ethoxycarbonyl)oxy)methyl)tetrahydrofuran-3,4-diyl diethyl bis(carbonate) C(O[C@H]1[C@](O[C@@H]([C@H]1OC(OCC)=O)COC(=O)OCC)(C#N)C1=CC=C2C(=NC=NN21)N)(OCC)=O